C(#N)C1=CC2=C(CCN(CC2)C(=O)OC(C)(C)C)C=C1 tert-Butyl 7-cyano-4,5-dihydro-1H-benzo[d]azepine-3(2H)-carboxylate